pyridine hydrochloride gold [Au].Cl.N1=CC=CC=C1